(S)-tert-butyl (6-(2-(isoxazol-3-yl)-1,3-dioxolan-2-yl)-1-(5-(7-methoxy-2-methylquinolin-6-yl)isoxazol-3-yl)hexyl)carbamate O1N=C(C=C1)C1(OCCO1)CCCCC[C@@H](C1=NOC(=C1)C=1C=C2C=CC(=NC2=CC1OC)C)NC(OC(C)(C)C)=O